C(C)N1C[C@@H](CCC1)NC=1C2=CC(=C(C=C2N=C2CCCCC12)OC)OC N-[(3R)-1-ethylpiperidin-3-yl]-6,7-dimethoxy-1,2,3,4-tetrahydroacridin-9-amine